C1=CC=CC=2C3=CC=CC=C3C(C12)COC(=O)N[C@H](C(=O)O)CC1=CC=C(C=C1)C=1C=NN(C1)CCOC1OCCCC1 (2S)-2-((((9H-fluoren-9-yl)methoxy)carbonyl)amino)-3-(4-(1-(2-((tetrahydro-2H-pyran-2-yl)oxy)ethyl)-1H-pyrazol-4-yl)phenyl)propanoic acid